1,2,3,4-tetra-hydro-2,7-naphthyridine C1NCCC2=CC=NC=C12